2-(4,7-bis(2-(tert-butoxy)-2-oxoethyl)-1,4,7-triazacyclononan-1-yl)glutaric acid (R)-O5-benzyl ester C(C1=CC=CC=C1)OC(CCC(C(=O)O)N1CCN(CCN(CC1)CC(OC(C)(C)C)=O)CC(=O)OC(C)(C)C)=O